FC(C(C(F)(F)F)OC(=O)N1CCN(CC1)CC1=C(C=C(C=C1)C(F)(F)F)N1CCC(CC1)C(=O)O)(F)F 1-(2-((4-(((1,1,1,3,3,3-Hexafluoropropan-2-yl)oxy)carbonyl)piperazin-1-yl)methyl)-5-(trifluoromethyl)phenyl)piperidine-4-carboxylic acid